3,5-Cycloergosta-6,8(14),22-triene C[C@H](/C=C/[C@H](C)C(C)C)[C@H]1CCC2=C3C=CC45CC4CC[C@@]5([C@H]3CC[C@]12C)C